7-isopropyl-1'-(1H-pyrrolo[3,2-b]pyridine-2-carbonyl)-spiro[isochroman-3,4'-piperidin]-1-one C(C)(C)C1=CC=C2CC3(CCN(CC3)C(=O)C3=CC4=NC=CC=C4N3)OC(C2=C1)=O